FC1(NC(C=2C1=NC(=CC2)NC2=NC=C(C(=N2)N[C@H](CO)C2=CC=CC=C2)C=2OC(=NN2)C)=O)F (S)-7,7-difluoro-2-((4-((2-hydroxy-1-phenylethyl)amino)-5-(5-methyl-1,3,4-oxadiazol-2-yl)pyrimidin-2-yl)amino)-6,7-dihydro-5H-pyrrolo[3,4-b]pyridin-5-one